C1(CCCCC1)C1=CC=C(C=C1)C=1NC=2N(C(C1)=O)N=C(C2C(=O)N2CC(C2)CF)C2=NC=CC(=C2C)C 5-(4-Cyclohexylphenyl)-2-(3,4-dimethylpyridin-2-yl)-3-(3-(fluoromethyl)azetidine-1-carbonyl)pyrazolo[1,5-a]pyrimidin-7(4H)-one